OCCCNCCCCCCCCC(=O)OCCCCCCCC octyl 9-((3-hydroxypropyl)amino)nonanoate